3,3-dimethylallyl alcohol CC(=CCO)C